[(1R)-1,2,2-trimethylpropyl]quinoline-3,4-diamine C[C@H](C(C)(C)C)C1=NC2=CC=CC=C2C(=C1N)N